ClC1=NN2C(C(=CC=C2C)N)=N1 2-chloro-5-methyl-[1,2,4]triazolo[1,5-a]pyridin-8-amine